3-(5-(2,6-dichlorophenyl)-1,3,4-oxadiazol-2-yl)-5-(1-(tetrahydro-2H-pyran-4-yl)-1H-pyrazol-4-yl)pyridin-2-amine ClC1=C(C(=CC=C1)Cl)C1=NN=C(O1)C=1C(=NC=C(C1)C=1C=NN(C1)C1CCOCC1)N